C1(CC1)C=1N=NN(C1)[C@H](C(=O)N1[C@@H](C[C@H](C1)O)C(=O)NC1CN(C(C1)=O)CC1=C(C=CC=C1)C(F)(F)F)C(C)(C)C (2S,4R)-1-[(2S)-2-(4-cyclopropyltriazol-1-yl)-3,3-dimethyl-butanoyl]-4-hydroxy-N-[5-oxo-1-[[2-(trifluoromethyl)phenyl]methyl]pyrrolidin-3-yl]pyrrolidine-2-carboxamide